trans-4-(2,2-dimethyl-3-(2-(trifluoromethyl)phenoxy)propanamido)-2-methylpiperidine-1-carboxylic acid tert-butyl ester C(C)(C)(C)OC(=O)N1[C@H](C[C@@H](CC1)NC(C(COC1=C(C=CC=C1)C(F)(F)F)(C)C)=O)C